2-acetyl-3,4-dihydroisoquinolin-1-one C(C)(=O)N1C(C2=CC=CC=C2CC1)=O